C(C)C(C(O)O)(C)CC 2,2-Diethylpropan-diol